ClC1=C(C=C(CC2C(N(CC2)C2=C(C(=NN2COCC[Si](C)(C)C)C2=CN=NC=C2)CC=NO)=O)C=C1F)F 2-(5-(3-(4-chloro-3,5-difluorobenzyl)-2-oxopyrrolidin-1-yl)-3-(pyridazin-4-yl)-1-((2-(trimethylsilyl)ethoxy)methyl)-1H-pyrazol-4-yl)acetaldehyde oxime